(hydroxymethyl)-5-vinyltetrahydrofuran OCC1OC(CC1)C=C